N-(5-(3,5-difluorobenzyl)-1H-indazol-3-yl)-4-(4-((2-(2,6-dioxopiperidin-3-yl)-4-fluoro-1-oxoisoindoline-5-yl)methyl)piperazin-1-yl)-2-((tetrahydro-2H-pyran-4-yl)amino)benzamide FC=1C=C(CC=2C=C3C(=NNC3=CC2)NC(C2=C(C=C(C=C2)N2CCN(CC2)CC=2C(=C3CN(C(C3=CC2)=O)C2C(NC(CC2)=O)=O)F)NC2CCOCC2)=O)C=C(C1)F